SCC1=C(C(=NC=C1)C1=NC=CC=C1)CS bis(mercaptomethyl)-2,2'-bipyridine